ClCCCCCC 1-Chlorohexan